FC=1C=C2C(=CC=NC2=CC1)N1CCN(CC1)[C@@H](C(=O)O)CCC |r| (±)-2-(4-(6-Fluoroquinolin-4-yl)piperazin-1-yl)pentanoic Acid